mono-propenyl-pentamethyl-borazine C(=CC)B1N(B(N(B(N1C)C)C)C)C